8-(4-fluoropiperidin-1-yl)-6-[(1R)-1-methoxyethyl]-N-[6-(4-methylpiperazin-1-yl)pyridazin-3-yl]pyrido[3,4-d]pyrimidin-2-amine FC1CCN(CC1)C1=NC(=CC2=C1N=C(N=C2)NC=2N=NC(=CC2)N2CCN(CC2)C)[C@@H](C)OC